ClC1=CC=C(C=C1)[C@H](CN1N=C(N=N1)CN1C(N(C(C(=C1)C(=O)NCCOC)=O)C)=O)O 1-({2-[(2R)-2-(4-chlorophenyl)-2-hydroxyethyl]-2H-1,2,3,4-tetrazol-5-yl}methyl)-N-(2-methoxyethyl)-3-methyl-2,4-dioxo-1,2,3,4-tetrahydropyrimidine-5-carboxamide